6-((2-((4ar,8ar)-hexahydro-2H-pyrido[4,3-b][1,4]oxazin-6(5H)-yl)-1H-benzimidazol-1-yl)methyl)-3-pyridinecarbonitrile O1[C@H]2[C@H](NCC1)CN(CC2)C2=NC1=C(N2CC2=CC=C(C=N2)C#N)C=CC=C1